6-(benzyloxy)-5-((benzyloxy)methyl)-2,2-dimethyl-5-vinyltetra-hydrofuro[2,3-d][1,3]dioxole C(C1=CC=CC=C1)OC1C(OC2OC(OC21)(C)C)(C=C)COCC2=CC=CC=C2